COC1=C(C(=CC=C1)OC)C1=CNC2=NC(=CC=C21)NC(=O)C2CC2 N-[3-(2,6-dimethoxyphenyl)-1H-pyrrolo[2,3-b]pyridin-6-yl]cyclopropanecarboxamide